(diphenyltriazinyl)[(phenyldimethylfluorenyl)dibenzoselenophenyl]benzene tert-Butyl-2-((2S,6R)-4-(2-(2-fluoro-4-nitro-6-vinylphenoxy)ethyl)-2,6-dimethylpiperazin-1-yl)acetate C(C)(C)(C)OC(CN1[C@H](CN(C[C@H]1C)CCOC1=C(C=C(C=C1C=C)[N+](=O)[O-])F)C)=O.C1(=CC=CC=C1)C1=C(C(=NN=N1)C1=C(C=CC=C1)C1=C(C=CC=2[Se]C3=C(C21)C=CC=C3)C3=C(C(=C(C=2C1=CC=CC=C1CC32)C3=CC=CC=C3)C)C)C3=CC=CC=C3